FC1=CC=CC(=N1)N1CCNCC1 1-(6-fluoropyridin-2-yl)piperazine